C(#N)[C@H](C[C@H]1C(NCC1)=O)NC(=O)[C@@H]1[C@H]2C([C@H]2CN1C([C@H](C(C)(C)C)NC=1C=NC(=CC1)C)=O)(C)C (1R,2S,5S)-N-[(1S)-1-cyano-2-[(3S)-2-oxopyrrolidin-3-yl]ethyl]-3-[(2S)-3,3-dimethyl-2-[(6-methyl-3-pyridyl)amino]butanoyl]-6,6-dimethyl-3-azabicyclo[3.1.0]hexane-2-carboxamide